2,2-bis(4-(4-aminophenoxy)-3-sulfophenyl)hexafluoropropane NC1=CC=C(OC2=C(C=C(C=C2)C(C(F)(F)F)(C(F)(F)F)C2=CC(=C(C=C2)OC2=CC=C(C=C2)N)S(=O)(=O)O)S(=O)(=O)O)C=C1